O=C1N[C@H]2[C@@H](OC1)CCN(C2)C(=O)N2CC1(C2)CC(C1)CC=1C=C(C(=NC1)C(F)(F)F)C#N 5-[[2-[(4aR,8aS)-3-oxo-4,4a,5,7,8,8a-hexahydropyrido[4,3-b][1,4]oxazine-6-carbonyl]-2-azaspiro[3.3]heptan-6-yl]methyl]-2-(trifluoromethyl)pyridine-3-carbonitrile